(4aR,7aR,8S,9S,11aS)-9-((dimethylamino)methyl)-N-(4-methoxyphenyl)-8-(4-(phenylethynyl)phenyl)octahydro-2H-azeto[1,2-a][1,4]dioxino[2,3-f][1,4]diazocine-6(3H)-carboxamide CN(C)C[C@@H]1[C@@H]([C@H]2N1C[C@H]1[C@@H](CN(C2)C(=O)NC2=CC=C(C=C2)OC)OCCO1)C1=CC=C(C=C1)C#CC1=CC=CC=C1